OCCN1CC2(CN(C2)C(=O)N2[C@@H]3C4=C([C@H](CC2)C3)C=CC(=C4)C4=CC=C(C=C4)C(F)(F)F)C1 (6-(2-Hydroxyethyl)-2,6-diazaspiro[3.3]heptan-2-yl)((1S,5R)-8-(4-(trifluoromethyl)phenyl)-1,3,4,5-tetrahydro-2H-1,5-methanobenzo[c]azepin-2-yl)methanone